2,4-dimethylpyridine-3-amine CC1=NC=CC(=C1N)C